2-[(2R)-4-[6-(2-hydroxy-4,6-dimethylphenyl)pyridazin-3-yl]morpholin-2-yl]acetamide OC1=C(C(=CC(=C1)C)C)C1=CC=C(N=N1)N1C[C@H](OCC1)CC(=O)N